6-hydroxy-1,4,8-trimethyl-2-naphthoic acid OC=1C=C2C(=CC(=C(C2=C(C1)C)C)C(=O)O)C